NC1=C2C(=C3C(=N1)C=C(N3)C(=O)N([C@@H](C)C3=C(C=C(C=C3)C(F)(F)F)F)CC)CO[C@@H]2C (R)-5-amino-N-ethyl-N-((S)-1-(2-fluoro-4-(trifluoromethyl)phenyl)ethyl)-6-methyl-6,8-dihydro-1H-furo[3,4-d]pyrrolo[3,2-b]pyridine-2-carboxamide